3-(azetidin-3-yloxy)pyridine dihydrochloride Cl.Cl.N1CC(C1)OC=1C=NC=CC1